methyl (R)-4-(2-(5-cyclopropyl-4,7-difluoro-3,3-dimethyl-2-oxoindol-1-yl) acetamido)-3-fluorobutyrate C1(CC1)C=1C(=C2C(C(N(C2=C(C1)F)CC(=O)NC[C@@H](CC(=O)OC)F)=O)(C)C)F